2-(3,4-dihydroisoquinolin-2(1H)-yl)acetonitrile C1N(CCC2=CC=CC=C12)CC#N